CC1=C(C=NC=C1)B1OC(C(O1)(C)C)(C)C 4-methyl-3-(4,4,5,5-tetramethyl-1,3,2-dioxaborolan-2-yl)pyridine